(O-benzyl)-hydroxyproline C(C1=CC=CC=C1)OC([C@H]1NC[C@@H](C1)O)=O